2-(1-(trifluoromethyl) cyclopropane-1-carbonyl)-2,6-diazaspiro[3.4]octane-8-carboxylate FC(C1(CC1)C(=O)N1CC2(C1)CNCC2C(=O)[O-])(F)F